ClC=1C=C2C=3C=4N(C(N(C3C1F)CC1=CC=C(C=C1)OC)=O)CCCC4C=N2 8-Chloro-7-fluoro-6-(4-methoxybenzyl)-1,2,3,6-tetrahydro-5H-[1,6]naphthyridino[1,8,7-cde]quinazolin-5-one